COCCCNC(=O)NC1=CC=C(C=C1)C1=CC2=C(N(C(=N2)C)C2=CC=CC=C2)C=C1 (3-methoxypropyl)-3-(4-(2-methyl-1-phenyl-1H-benzimidazol-5-yl)phenyl)urea